P(=O)([O-])(O)O.C(C(=S)O)(=S)O.C(C(=S)O)(=S)O.C(C(=S)O)(=S)O.[Li+] lithium tris(dithiooxalate) phosphate